N-((2R,3S)-1-(1-methyl-1H-1,2,4-triazol-5-yl)-2-((((CIS)-4-phenylcyclohexyl)oxy)methyl)pyrrolidin-3-yl)methanesulfonamide CN1N=CN=C1N1[C@H]([C@H](CC1)NS(=O)(=O)C)CO[C@@H]1CC[C@@H](CC1)C1=CC=CC=C1